ClC1=C(OC=2C=CC(=C(C2)S(=O)(=O)NC2CN(C2)S(=O)(=O)C)O)C(=CC(=C1)N1N=C(C(NC1=O)=O)C(F)F)Cl 5-(2,6-dichloro-4-(6-(difluoromethyl)-3,5-dioxo-4,5-dihydro-1,2,4-triazin-2(3H)-yl)phenoxy)-2-hydroxy-N-(1-(methylsulfonyl)azetidin-3-yl)benzenesulfonamide